BrC=1C(=C(C(=O)N(N(C(=O)OC)C)C)C=C(C1)Br)NC1=CC(=NN1C1=NC=CC=C1Cl)Br methyl 2-[3,5-dibromo-2-({[3-bromo-1-(3-chloropyridin-2-yl)-1H-pyrazol-5-yl]} amino) benzoyl]-1,2-dimethylhydrazinecarboxylate